FC1=C(C=CC(=C1)C(N[C@H]1COCC1)=O)N1CCN(CC1)C(=O)OC(C)(C)C (R)-tert-butyl 4-(2-fluoro-4-((tetrahydrofuran-3-yl)carbamoyl)phenyl)piperazine-1-carboxylate